N-(2-benzyl-3-methylbutyl)-1-methyl-5-oxo-4H-1,2,4-triazole-3-carboxamide C(C1=CC=CC=C1)C(CNC(=O)C1=NN(C(N1)=O)C)C(C)C